BrC=1C(=C(C=O)C=CC1C)C bromo-2,4-dimethylbenzaldehyde